N-(5-(2,6-difluoro-4-(methoxy-d3)phenyl)-2-(6-(2-hydroxypropan-2-yl)pyridin-2-yl)-1-methyl-3-oxo-2,3-dihydro-1H-pyrazol-4-yl)-4-(trifluoromethoxy)benzamide FC1=C(C(=CC(=C1)OC([2H])([2H])[2H])F)C1=C(C(N(N1C)C1=NC(=CC=C1)C(C)(C)O)=O)NC(C1=CC=C(C=C1)OC(F)(F)F)=O